menthol-levulinic acid C1(CC(C(CC1)C(C)C)O)(C)CC(CCC(=O)O)=O